7-nitro-1-(4-methylbenzenesulfonyl)-1H-indole [N+](=O)([O-])C=1C=CC=C2C=CN(C12)S(=O)(=O)C1=CC=C(C=C1)C